4-[2-(2-Chloro-3-methyl-4-pyridyl)ethynyl]-1-(6-chloro-3-pyridyl)-5-methyl-imidazole-2-carboxamide ClC1=NC=CC(=C1C)C#CC=1N=C(N(C1C)C=1C=NC(=CC1)Cl)C(=O)N